O\C(=C/C(=S)N1CCCC1)\C1=CC=CC=C1 (2Z)-3-hydroxy-3-phenyl-1-(1-pyrrolidinyl)-2-propene-1-thione